1-iodon-hexane ICCCCCC